(2SR,3RS,4RS)-2-(3-bromo-2-fluorophenyl)-3-((3S,E)-3-((tert-butyldimethylsilyl)oxy)-4-methyloct-1-en-6-yn-1-yl)-4-((tetrahydro-2H-pyran-2-yl)oxy)cyclopentanone BrC=1C(=C(C=CC1)[C@H]1C(C[C@H]([C@@H]1\C=C\[C@H](C(CC#CC)C)O[Si](C)(C)C(C)(C)C)OC1OCCCC1)=O)F |&1:7,10,11|